2-{6-[(3aR,7aS)-Octahydro-1H-pyrrolo[2,3-c]pyridin-1-yl][1,3]thiazolo[4,5-c]pyridazin-3-yl}-5-(1H-pyrazol-4-yl)phenol-Dihydrochlorid Cl.Cl.N1(CC[C@@H]2[C@H]1CNCC2)C=2SC1=C(N=NC(=C1)C1=C(C=C(C=C1)C=1C=NNC1)O)N2